BrC=1C=C(CCNC(=O)C=2C=NN(C2)CC=2N=C3N(C=C(C=C3)C3CC3)C2)C=CC1 N-(3-bromophenethyl)-1-((6-cyclopropylimidazo[1,2-a]pyridin-2-yl)methyl)-1H-pyrazole-4-carboxamide